trans-4-(5-(4-chlorophenyl)-1,3,4-oxadiazol-2-yl)-N-(6-chloroquinolin-2-yl)cyclohexane-1-carboxamide ClC1=CC=C(C=C1)C1=NN=C(O1)[C@@H]1CC[C@H](CC1)C(=O)NC1=NC2=CC=C(C=C2C=C1)Cl